α,α-bis(4-hydroxy-3,5-dimethylphenyl)-1,4-diisopropylbenzene CC1=CC(=CC(=C1O)C)C(C)(C)C2=CC=C(C=C2)C(C)(C)C3=CC(=C(C(=C3)C)O)C